2-Bromo-N-methyl-N-(2,2,2-trifluoroethyl)pyridin-4-amine BrC1=NC=CC(=C1)N(CC(F)(F)F)C